C(C)C(CC(N)(N1N=NC2=C1C=CC=C2C)CC(CCCC)CC)CCCC bis(2-ethylhexyl)-methyl-1H-benzotriazole-1-methylamine